NC1=NC=CC(=C1F)CC=1C(=C(C(=C(C(=O)OC)C1)NC1=C(C=C(C=C1)C=C)F)F)F methyl 5-((2-amino-3-fluoropyridin-4-yl)methyl)-3,4-difluoro-2-((2-fluoro-4-vinylphenyl)amino)benzoate